N-acetyl-glycyl-glycine (2-ethylhexyl) amide C(C)C(CNC(CNC(CNC(C)=O)=O)=O)CCCC